tert-butyl 3-[6-(5-isopropoxypyrazolo[1,5-a]pyridin-3-yl)-2-pyridyl]piperidine-1-carboxylate C(C)(C)OC1=CC=2N(C=C1)N=CC2C2=CC=CC(=N2)C2CN(CCC2)C(=O)OC(C)(C)C